(1S,2S)-N-(6-(((6-cyclopropylimidazo[1,2-a]pyridin-2-yl)methyl)amino)pyrimidin-4-yl)-2-(4-methylpyrimidin-2-yl)cyclopropane-1-carboxamide C1(CC1)C=1C=CC=2N(C1)C=C(N2)CNC2=CC(=NC=N2)NC(=O)[C@@H]2[C@H](C2)C2=NC=CC(=N2)C